[2-(2-hydroxyethyl) acryloyl] phosphate P(=O)(OC(C(=C)CCO)=O)([O-])[O-]